C(C1=CC=CC=C1)N1CCN(C2=CC=C(C=C12)OC)C(=O)NC1=CC=CC2=CC=CC=C12 4-benzyl-6-methoxy-N-(naphthalen-1-yl)-3,4-dihydroquinoxaline-1(2H)-carboxamide